(6-methyl-5-(1-oxoisoindol-2-yl)pyridin-2-yl)carbamic acid tert-Butyl ester C(C)(C)(C)OC(NC1=NC(=C(C=C1)N1C(C2=CC=CC=C2C1)=O)C)=O